ClC1=NC=2N(C(=C1)N(C(OC(C)(C)C)=O)CC1=C(C=C(C=C1)C1=CC=CC=C1)F)N=CC2CC tert-butyl (5-chloro-3-ethylpyrazolo[1,5-a]pyrimidin-7-yl)((3-fluoro-[1,1'-biphenyl]-4-yl)methyl)carbamate